2-(5-(cyclopropylmethyl)-3-(3-(2,3-dihydro-1H-inden-5-yl)phenyl)-4-(3-fluoro-4-sulfamoylbenzyl)-1H-pyrazol-1-yl)thiazole-4-carboxylic acid C1(CC1)CC1=C(C(=NN1C=1SC=C(N1)C(=O)O)C1=CC(=CC=C1)C=1C=C2CCCC2=CC1)CC1=CC(=C(C=C1)S(N)(=O)=O)F